O[C@H]1CN(CC1)CC=1C=CC(=NC1)C(=O)NC=1C(=C(C=CC1)C1=C(C(=CC=C1)NC(=O)C1=NN2C(CN(CC2)CC(=O)O)=C1)C)C (R)-2-(2-((3'-(5-((3-hydroxypyrrolidin-1-yl)methyl)picolinamido)-2,2'-dimethyl-[1,1'-biphenyl]-3-yl)carbamoyl)-6,7-dihydropyrazolo[1,5-a]pyrazin-5(4H)-yl)acetic acid